(S)-7,8-difluoro-2-(4-((6-oxo-5-(trifluoromethyl)-1,6-dihydropyridazin-4-yl)amino)pentyl-4-d)-6-(5-(trifluoromethyl)pyrimidin-2-yl)isoquinolin-1(2H)-one FC1=C(C=C2C=CN(C(C2=C1F)=O)CCC[C@@](C)([2H])NC=1C=NNC(C1C(F)(F)F)=O)C1=NC=C(C=N1)C(F)(F)F